(3R,4R)-4-((5-chloro-4-(8-fluoro-3-(3-hydroxytetrahydrofuran-3-yl)-4-isopropylquinolin-6-yl)pyrimidin-2-yl)amino)tetrahydro-2H-pyran-3-ol ClC=1C(=NC(=NC1)N[C@H]1[C@H](COCC1)O)C=1C=C2C(=C(C=NC2=C(C1)F)C1(COCC1)O)C(C)C